(S)-N-((6-amino-2-methylpyridin-3-yl)methyl)-3-((2-(difluoromethyl)benzyl)amino)-4-oxo-4,6,7,8-tetrahydropyrrolo[1,2-a]pyrimidine-6-carboxamide NC1=CC=C(C(=N1)C)CNC(=O)[C@@H]1CCC=2N1C(C(=CN2)NCC2=C(C=CC=C2)C(F)F)=O